C12[C@@H](CC(CC1)C2)N2C(C=CC1=C2N=C(N=C1)NC1=CC=C(C=C1)N1CCC(CC1)OCC(C)O)=O 8-((2R)-bicyclo[2.2.1]heptan-2-yl)-2-((4-(4-(2-hydroxypropoxy)piperidin-1-yl)phenyl)amino)pyrido[2,3-d]pyrimidin-7(8H)-one